C(C1=CC=CC=C1)SC1=CC(=C(C=C1)OC1=CC=CC=C1)OC benzyl(3-methoxy-4-phenoxyphenyl)sulfane